methyl 8-methyl-2-(tetrahydro-2H-pyran-4-yl)imidazo[1,2-a]pyrazine-6-carboxylate CC=1C=2N(C=C(N1)C(=O)OC)C=C(N2)C2CCOCC2